1-(2-(azetidin-1-yl)pyrimidin-5-yl)-3-(2,2,2-trifluoro-1-(5-fluoro-3-methylbenzofuran-2-yl)ethyl)urea N1(CCC1)C1=NC=C(C=N1)NC(=O)NC(C(F)(F)F)C=1OC2=C(C1C)C=C(C=C2)F